CN(C=1C=CC(=C2N=N[Se]C21)C=O)C 7-(dimethylamino)benzoselenadiazole-4-aldehyde